C1(CC1)NC(C1=CC(=C(C=C1)C)C=1C=NN(C1)C=1N(C(=NC1)C)C)=O N-cyclopropyl-3-[1-(2,3-dimethyl-3H-imidazol-4-yl)-1H-pyrazol-4-yl]-4-methyl-benzamide